1,2-diamino-3-fluorobenzene NC1=C(C(=CC=C1)F)N